2-(2-(cyclopropanesulfonamido)thiazol-4-yl)-N-(2-fluoro-4-(6-isopropoxypyrazin-2-yl)phenyl)-4-methoxybutanamide C1(CC1)S(=O)(=O)NC=1SC=C(N1)C(C(=O)NC1=C(C=C(C=C1)C1=NC(=CN=C1)OC(C)C)F)CCOC